EtHan CC